NCC(=O)N1CCN(CC1)C1=NC=C(C=N1)C(F)(F)F 2-amino-1-(4-(5-(trifluoromethyl)pyrimidin-2-yl)piperazin-1-yl)ethan-1-one